2-Amino-4-(3-((R)-3-(4-cyanopiperidin-1-yl)pyrrolidin-1-yl)-5-fluoro-7,9-dihydrofuro[3,4-f]quinazolin-6-yl)-7-fluorothieno[3,2-c]pyridine-3-carbonitrile NC1=C(C=2C(=NC=C(C2S1)F)C=1C2=C(C=3C=NC(=NC3C1F)N1C[C@@H](CC1)N1CCC(CC1)C#N)COC2)C#N